CN(C([C@H]([C@@H](C)O)NCC1N(C2(CNC2=O)CC1)C(=O)OC(C)(C)C)=O)C Tert-Butyl 6-((((2S,3R)-1-(dimethylamino)-3-hydroxy-1-oxobutan-2-yl)amino)methyl)-1-oxo-2,5-diazaspiro[3.4]octane-5-carboxylate